C(#N)CN1C2=C(OCC1=O)C=C(C=C2)NC(=O)NC2=CC=C1C=CNC1=C2 1-(4-(cyanomethyl)-3-oxo-3,4-dihydro-2H-benzo[b][1,4]oxazin-7-yl)-3-(1H-indol-6-yl)urea